C(C)N(CCOCC)CCC N-ethyl-N-propyl-N-(2-ethoxyethyl)amine